C=1N(C=C2C=CC=CC12)C1=CC=2C(=CC(=NC2C(N1C)=O)C)C(C)NC1=C(C(=O)O)C=CC=C1 2-((1-(6-(Isoindol-2-yl)-2,7-dimethyl-8-oxo-7,8-dihydro-1,7-naphthyridin-4-yl)ethyl)amino)benzoic acid